(5R,8S)-N-(5-chloro-2-fluoro-4-(6-(2,2,2-trifluoroethoxy)pyridin-3-yl)phenyl)-1,9,9-trifluoro-6,7,8,9-tetrahydro-5H-5,8-epiminocyclohepta[c]pyridine-10-carboxamide ClC=1C(=CC(=C(C1)NC(=O)N1[C@@H]2CC[C@H]1C(C=1C(=NC=CC12)F)(F)F)F)C=1C=NC(=CC1)OCC(F)(F)F